5-(1,3-dimethyl-1H-pyrazol-4-yl)-1,3-dihydro-2H-pyrrolo[2,3-c]pyridin-2-one CN1N=C(C(=C1)C=1C=C2C(=CN1)NC(C2)=O)C